BrC1=C(C(=C(C(=C1[2H])[2H])[2H])C=1C(=C(C(=C(C1[2H])[2H])[2H])Cl)[2H])[2H] 3-bromo-3'-chloro-1,1'-biphenyl-2,2',4,4',5,5',6,6'-d8